C(=O)(OCC1C2=CC=CC=C2C2=CC=CC=C12)N1[C@H](CN(CC1)C(=O)OC(C)(C)C)C(=O)O (R)-1-(Fmoc)-4-(Boc)piperazine-2-carboxylic acid